8-(Ethylamino)-6-fluoro-3-(2-methoxypyrimidin-5-yl)-9H-pyrido[2,3-b]indol C(C)NC=1C=C(C=C2C3=C(NC12)N=CC(=C3)C=3C=NC(=NC3)OC)F